ClC=1C=C(C(=NC1)N1C(C(N(C(C1)=O)CC1=CC(=C(C=C1)C)F)C1COC1)=O)C 1-(5-chloro-3-methyl-pyridin-2-yl)-4-(3-fluoro-4-methylbenzyl)-3-(oxetan-3-yl)piperazine-2,5-dione